2-methyl-N1,N3-di-sec-butylcyclohexane-1,3-diamine CC1C(CCCC1NC(C)CC)NC(C)CC